OC1=CC=C(C=C1)C(CCCCCCC)C1=CC=C(C=C1)O 1,1-bis(4-hydroxyphenyl)-n-octane